(S)-benzyl-(5-methyl-3-(6-methylnicotinamido)-2-oxohexyl)sulfamic acid C(C1=CC=CC=C1)N(S(O)(=O)=O)CC([C@H](CC(C)C)NC(C1=CN=C(C=C1)C)=O)=O